FC(C1=CC=C(C=C1)CC=1C=2N(C=CC1)N=CC2C(=O)NC2CC1(C2)CC(C1)C(=O)OCC)(F)F ethyl 2-[[4-[[4-(trifluoromethyl) phenyl]methyl]pyrazolo[1,5-a]pyridine-3-carbonyl]amino]spiro[3.3]heptane-6-carboxylate